FC(C)(F)C1=NC(=CC(=N1)N1C=C(C=2C=NC(=CC21)NC(C)=O)CN(C)C)CC N-(1-(2-(1,1-difluoroethyl)-6-ethylpyrimidin-4-yl)-3-((dimethylamino)methyl)-1H-pyrrolo[3,2-c]pyridin-6-yl)acetamide